FC1=C(C=CC=C1)C(CCC[C@@H](C)[C@H]1CC[C@H]2[C@@H]3CC[C@H]4CCCC[C@]4(C)[C@H]3CC[C@]12C)O 24-[(2-fluorophenyl)(hydroxyl)methyl]-5α-cholane